FC=1C=C(C=CC1OC)S(=O)(=O)N1CCOCC1 4-(3-fluoro-4-methoxy-phenyl)sulfonylmorpholin